methyl 1-(4-bromophenyl)-2,3,4,9-tetrahydro-1H-pyrido[3,4-b]indole-3-carboxylate BrC1=CC=C(C=C1)C1NC(CC2=C1NC1=CC=CC=C21)C(=O)OC